1-methyl-4-(prop-2-yne-1-yloxy)benzene CC1=CC=C(C=C1)OCC#C